CC=1N=C(NN(C1)C1=C(C=C(C=C1)C(F)(F)F)O)N[C@H]1CN(CCC1)C (R)-2-(5-methyl-3-((1-methylpiperidin-3-yl)amino)-1,2,4-triazin-1-yl)-5-(trifluoromethyl)phenol